FC1(CN(C1)C(\C=C/CNC(=O)C1(CC(NCC1)C)F)=O)F N-((Z)-4-(3,3-difluoroazetidin-1-yl)-4-oxobut-2-en-1-yl)-4-fluoro-2-methylpiperidine-4-carboxamide